(RS)-α-cyano-4-fluoro-3-phenoxybenzyl (1RS)-cis-trans-3-(2,2-dichlorovinyl)-2,2-dimethylcyclopropanecarboxylate ClC(=C[C@@H]1C([C@@H]1C(=O)O[C@H](C1=CC(=C(C=C1)F)OC1=CC=CC=C1)C#N)(C)C)Cl |&1:9|